6-n-butyl-caprolactam C(CCC)C1CCCCC(=O)N1